BrC1=CC=2[C@@](C3=CC=CC=C3C2C=C1)(C(=O)N1[C@H]2CC([C@@H]([C@@H]1C(=O)N[C@H](C[C@H]1C(NCCC1)=O)C#N)CC2)(F)F)O (1R,3R,4R)-2-((S)-2-bromo-9-hydroxy-9H-fluorene-9-carbonyl)-N-((R)-1-cyano-2-((S)-2-oxopiperidin-3-yl)ethyl)-5,5-difluoro-2-azabicyclo[2.2.2]octane-3-carboxamide